C(C)(C)(C)OC(C(CC1=NC=C(C=C1)OCCOCCOCC)O)=O 3-{5-[2-(2-ethoxyethoxy)ethoxy]pyridin-2-yl}-2-hydroxy-propionic acid tert-butyl ester